(2S)-2-methyl-1-(3-pyridyl)piperazine C[C@@H]1N(CCNC1)C=1C=NC=CC1